2,4-dihydro-2-isobutyl-3H-1,2,4-triazol-3-one C(C(C)C)N1N=CNC1=O